2-chloro-5-methoxy-N-methyl-N-[[4-[1-methyl-4-(trifluoromethyl)imidazol-2-yl]cuban-1-yl]methyl]pyrimidin-4-amine ClC1=NC=C(C(=N1)N(CC12C3C4C5(C3C1C5C24)C=2N(C=C(N2)C(F)(F)F)C)C)OC